N[C@@H](CNC(=O)N)CC1=CC=CC=C1 (R)-1-(2-amino-3-phenylpropyl)urea